C(C)(=O)N1CCN(CC1)C=1C=C2CCN(CC2=CC1)S(=O)(=O)N(C)CC1=CC=C(C=C1)C(=O)OC 6-(4-acetylpiperazin-1-yl)-N-(4-methoxycarbonyl-benzyl)-N-methyl-3,4-dihydroisoquinoline-2(1H)-sulfonamide